(R and S)-1-(5-(2-amino-5-fluoro-6-(trifluoromethyl)nicotinoyl)-2-(4-cyclobutyl-2-hydroxyphenyl)-2,3,4,5,5a,6,8,9-octahydro-7H-1,2,5,7-tetraazabenzo[cd]azulen-7-yl)prop-2-en-1-one NC1=C(C(=O)N2CCC=3N(N=C4CCN(C[C@H]2C34)C(C=C)=O)C3=C(C=C(C=C3)C3CCC3)O)C=C(C(=N1)C(F)(F)F)F |r|